methyl 2,2-bis(4-methoxyphenyl)-6-nitrobenzo[d][1,3]dioxole-4-carboxylate COC1=CC=C(C=C1)C1(OC2=C(O1)C=C(C=C2C(=O)OC)[N+](=O)[O-])C2=CC=C(C=C2)OC